BrC1=NC=C(C=N1)COC=1C=CC(=C(C(=O)OC)C1)O Methyl 5-((2-bromopyrimidin-5-yl)methoxy)-2-hydroxybenzoate